NC=1C(=C(C=C2C=C(N=CC12)NC(O[C@@H]1CNCC1)=O)C1=C(C2=C(OCCN2)N=C1)C)F (S)-Pyrrolidin-3-yl (8-amino-7-fluoro-6-(8-methyl-2,3-dihydro-1H-pyrido[2,3-b][1,4]oxazin-7-yl)isoquinolin-3-yl)carbamate